ethyl 4-(((6-hydroxy-5'-methyl-4-pentyl-1',2',3',4'-tetrahydro-[1,1'-biphenyl]-2-yl)oxy)(methoxy)phosphoryl)butanoate OC1=CC(=CC(=C1C1CCCC(=C1)C)OP(=O)(OC)CCCC(=O)OCC)CCCCC